N-[6-[[2-chloro-5-(trifluoromethyl)pyrimidin-4-yl]amino]quinoxalin-5-yl]methanesulfonamide ClC1=NC=C(C(=N1)NC=1C(=C2N=CC=NC2=CC1)NS(=O)(=O)C)C(F)(F)F